NC1=C(C=NN1[C@@H]1CCC2=CC=CC=C12)C#N 5-Amino-4-cyano-1-[(1R)-indan-1-yl]pyrazol